tert-butyl 4-((1-(2,6-dimethoxy-4-(4,4,5,5-tetramethyl-1,3,2-dioxaborolan-2-yl)phenethyl)piperidin-4-yl)oxy)piperidine-1-carboxylate COC1=C(CCN2CCC(CC2)OC2CCN(CC2)C(=O)OC(C)(C)C)C(=CC(=C1)B1OC(C(O1)(C)C)(C)C)OC